5-[(3R)-3-(trifluoromethyl)piperidin-1-yl]pyrazine-2-carboxamide FC([C@H]1CN(CCC1)C=1N=CC(=NC1)C(=O)N)(F)F